p-sulfophenylacetaldehyde S(=O)(=O)(O)C1=CC=C(C=C1)CC=O